(2-mercaptoethyl)trimethoxysilane SCC[Si](OC)(OC)OC